ClC1=C(C(=O)NC2=CC=C(C=C2)C(\C=C\C2=CC=C(C=C2)N(C)CCO)=O)C=C(C(=C1)Cl)F 2,4-Dichloro-5-fluoro-N-[4-[(E)-3-[4-[2-hydroxyethyl(methyl)amino]phenyl]prop-2-enoyl]phenyl]benzamide